CC1=C(C(=CC=C1)C)N=C=N dl-2,6-dimethylphenyl-carbodiimide